N-(4-([1,2,4]triazolo[1,5-a]pyridin-7-yloxy)-3-methylphenyl)-7,8,9,10,11,12-hexahydro-6,11-methanopyrimido[4',5':5,6]pyrido[3,2-b][1,4,7]oxadiazecin-4-amine N=1C=NN2C1C=C(C=C2)OC2=C(C=C(C=C2)NC2=NC=NC1=CC=3OCC4CNCCN(C3N=C12)C4)C